FC=1C=C(C=NC1OC1=CC=CC=C1)NC=1C2=C(N=CN1)C=CC(=N2)N2CC(C2)N(C(OC(C)(C)C)=O)C tert-Butyl N-[1-[4-[(5-fluoro-6-phenoxy-3-pyridyl)amino]pyrido[3,2-d]pyrimidin-6-yl]azetidin-3-yl]-N-methyl-carbamate